BrC1=C(C=CC=C1)C1=NCC2=NN=C(N2C=2SC=3CC(CC3C12)C(=O)OC)C methyl 9-(2-bromophenyl)-3-methyl-16-thia-2,4,5,8-tetraazatetracyclo[8.6.0.02,6.011,15]hexadeca-1(10),3,5,8,11(15)-pentaene-13-carboxylate